COC(=O)C1=C(C(=NC=C1)N=C(C1=CC=CC=C1)C1=CC=CC=C1)C 2-[(Diphenylmethylene)amino]-3-methylpyridine-4-carboxylic acid methyl ester